(2R,5S)-2-(3-phenylphenyl)-5-[(pyrimidin-2-ylamino)methyl]-1,4-thiazepan-3-one C1(=CC=CC=C1)C=1C=C(C=CC1)[C@H]1SCC[C@H](NC1=O)CNC1=NC=CC=N1